ClCC(=O)C(I)I 1-chloro-3,3-diiodoacetone